COC=1C=C2CC(C(C2=CC1OC)=O)=CC1=CC(=CC=C1)OC(F)(F)F 5,6-dimethoxy-2-(3-(trifluoromethoxy)benzylidene)-2,3-dihydro-1H-indene-1-one